C=CCCCCCCCCCC dodec-1-ene